n-Butylvinyl Ether C(CCC)OC=C